[V].[Fe].[Ni] nickel-iron vanadium